tert-butyl N-{5-[(2-chloro-6-cyanopyridin-4-yl)amino]-2-(fluoromethyl)phenyl}carbamate ClC1=NC(=CC(=C1)NC=1C=CC(=C(C1)NC(OC(C)(C)C)=O)CF)C#N